[3-(6-bromo-3-pyridinyl)-4-methyl-2-oxo-benzimidazol-1-yl]acetic acid BrC1=CC=C(C=N1)N1C(N(C2=C1C(=CC=C2)C)CC(=O)O)=O